C(C)(C)(C)O[C@H]1[C@@H](C[C@H]2N(CCC3=CC(=C(C=C23)OC)OC[C@@H]2C([C@H]2C)(F)F)C1)O Trans-(2R,3R,11bR)-3-(tert-butoxy)-9-((2,2-difluoro-3-methylcyclopropyl)methoxy)-10-methoxy-1,3,4,6,7,11b-hexahydro-2H-pyrido[2,1-a]isoquinolin-2-ol